FC=1C=CC2=C(N=C(S2)[C@H]2N(CCC3=C2N=CN3)C(=O)C=3C=NN2C3C=C(C=C2)C#N)C1 (S)-3-(4-(5-fluorobenzo[d]thiazol-2-yl)-4,5,6,7-tetrahydro-1H-imidazo[4,5-c]pyridine-5-carbonyl)pyrazolo[1,5-a]pyridine-5-carbonitrile